(R)-N-(1-(4-fluorophenyl)ethyl)-6-(1-methyl-1H-imidazo[4,5-b]pyridin-6-yl)-1,2,4-triazin-3-amine FC1=CC=C(C=C1)[C@@H](C)NC=1N=NC(=CN1)C=1C=C2C(=NC1)N=CN2C